C(C=O)(=O)O.N(C(=O)N)NCC(=O)O (S)-ureido-glycine glyoxylate